[O-2].[La+3].[Co+2].[Cu+2] copper cobalt lanthanum oxide